3-(1-(2'-fluoro-5'-methoxy-[1,1'-biphenyl]-4-yl)-1H-1,2,3-triazol-4-yl)benzoic acid FC1=C(C=C(C=C1)OC)C1=CC=C(C=C1)N1N=NC(=C1)C=1C=C(C(=O)O)C=CC1